C(C)(C)(C)OC(N(CC=1OC(=NN1)C1=NC=CN=C1NC1=CC=C(C=C1)C(F)(F)F)C)=O N-methyl-N-[[5-[3-[4-(trifluoromethyl)anilino]pyrazin-2-yl]-1,3,4-oxadiazol-2-yl]methyl]carbamic acid tert-butyl ester